[N+](=O)([O-])C1=CC=C(C(=O)C=2C=C(NC2)C(=O)OC)C=C1 methyl 4-(4-nitrobenzoyl)-1H-pyrrole-2-carboxylate